COC([C@@H](NC(CCC1=CC=CC=C1)=O)CS)=O phenylpropionyl-L-cysteine methyl ester